C1(CCCC1)OC1=CC=C(C=C1)C1CN(C1)C(=O)OC(C)(C)C tert-Butyl 3-(4-(cyclopentyloxy)phenyl)azetidine-1-carboxylate